(S)-2-(1-methoxy-1-methyl-ethyl)-pyrrolidin hydrochloride Cl.COC(C)(C)[C@H]1NCCC1